C(C)C(N(C(CC=1C=NN(C1)C)=O)CC1=CC=CC=C1)C(=O)O ethyl-N-benzyl-N-(2-(1-methyl-1H-pyrazol-4-yl)acetyl)glycine